O[C@@H](CCCOC1=C(C=CC=C1)CCC(=O)OC(C)C)\C=C\C1=CC(=CC=C1)NS(=O)(=O)C1=CC=CC=C1 isopropyl (S,E)-3-(2-((4-hydroxy-6-(3-(phenylsulfonamido)phenyl)hex-5-en-1-yl)oxy)phenyl)propanoate